ClC1=CN(C2=CC=C(C=C12)C=1N=C(NC1C1=NC(=CC=C1)C)N)C1OCCCC1 4-(3-chloro-1-(tetrahydro-2H-pyran-2-yl)-1H-indol-5-yl)-5-(6-methylpyridin-2-yl)-1H-imidazol-2-amine